FC1=C(C=C(C=C1)F)C1=CC=C(C=C1)CC(=O)N(C=1SC(=C(N1)C)S(N)(=O)=O)C 2-(2',5'-difluoro-[1,1'-biphenyl]-4-yl)-N-methyl-N-(4-methyl-5-sulfamoylthiazol-2-yl)acetamide